N1(C=NC=C1)C1=CC=C(O[C@@H](CN2C(N(C(C3=C2SC(=C3C)C=3OC=CN3)=O)C(C(=O)O)(C)C)=O)C3=CC=CC=C3)C=C1 2-[1-[(2R)-2-[4-(1H-imidazol-1-yl)phenoxy]-2-phenylethyl]-5-methyl-6-(1,3-oxazol-2-yl)-2,4-dioxo-1H,2H,3H,4H-thieno[2,3-d]pyrimidin-3-yl]-2-methylpropanoic acid